Cl.COC(=O)C=1C=C(C2=C(N(C=N2)C/C(=C/CN)/F)C1)C1=CC=C(C=C1)P(=O)(C)C.C1(=CC=CC=C1)S(=O)(=O)/C=C/C(=O)C1=C(C=CC=C1)C (E)-3-(phenylsulfonyl)-1-(o-tolyl)prop-2-en-1-one Methyl-(Z)-1-(4-amino-2-fluorobut-2-en-1-yl)-4-(4-(dimethylphosphoryl)phenyl)-1H-benzo[d]imidazole-6-carboxylate hydrochloride